CC(C(=O)N1CCOC2=C(C1)C=NC=C2C#N)(C(C)C)C 4-(2,2,3-trimethylbutanoyl)-3,5-dihydro-2H-pyrido[3,4-f][1,4]oxazepine-9-carbonitrile